2,7-bis(6-bromo-9-heptadecylcarbazol-3-yl)-9,9-dihexyl-10-(4-benzoylphenyl)-9,10-dihydroacridine BrC=1C=C2C=3C=C(C=CC3N(C2=CC1)CCCCCCCCCCCCCCCCC)C1=CC=2C(C3=CC(=CC=C3N(C2C=C1)C1=CC=C(C=C1)C(C1=CC=CC=C1)=O)C=1C=CC=2N(C3=CC=C(C=C3C2C1)Br)CCCCCCCCCCCCCCCCC)(CCCCCC)CCCCCC